(R)-(1-hydrazino-1-oxopropan-2-yl)carbamic acid tert-butyl ester C(C)(C)(C)OC(N[C@@H](C(=O)NN)C)=O